P(=O)(O)(O)OC(CC(=O)O)(C)C 3-phosphonooxy-isovaleric acid